tert-butyl 6-bromo-1-methyl-4-oxo-1,4-dihydro-1,8-naphthyridine-3-carboxylate BrC=1C=C2C(C(=CN(C2=NC1)C)C(=O)OC(C)(C)C)=O